(2-chloro-4-fluoro-phenyl)-[8-[3-(methoxymethoxy)-2-methyl-5-[(4-phenyl-1-piperidyl)sulfonyl]phenyl]-3,8-diazabicyclo[3.2.1]octan-3-yl]methanone ClC1=C(C=CC(=C1)F)C(=O)N1CC2CCC(C1)N2C2=C(C(=CC(=C2)S(=O)(=O)N2CCC(CC2)C2=CC=CC=C2)OCOC)C